5-bromo-2-((3-chlorobenzyl)oxy)benzaldehyde BrC=1C=CC(=C(C=O)C1)OCC1=CC(=CC=C1)Cl